1-(6-(((bis(2-(pivaloylthio)ethoxy)phosphoryl)oxy)methyl)-2,2-dimethyltetrahydrofuro[3,4-d][1,3]dioxol-4-yl)-3-carbamoylpyridin-1-ium acetate salt C(C)(=O)[O-].C(C(C)(C)C)(=O)SCCOP(=O)(OCCSC(C(C)(C)C)=O)OCC1OC(C2C1OC(O2)(C)C)[N+]2=CC(=CC=C2)C(N)=O